C(C)(C)(C)OC(=O)N1CCC(CC1)(O)CC(=O)N1CCC(CC1)C1=CC=C(C=C1)NC1C(NC(CC1)=O)=O 4-[2-[4-[4-[(2,6-dioxo-3-piperidyl)amino]phenyl]-1-piperidyl]-2-oxo-ethyl]-4-hydroxy-piperidine-1-carboxylic acid tert-butyl ester